C(C)(C)(C)OC(=O)N[C@H](C(=O)OC1=CC=C(C=C1)[N+](=O)[O-])C(C1CC1)C1CC1 (4-nitrophenyl) (2S)-2-(tert-butoxycarbonylamino)-3,3-dicyclopropyl-propanoate